C(C)OC(=O)C1=CC=C(C=2OCOC21)C#N 7-Cyanobenzo[d][1,3]dioxole-4-carboxylic acid ethyl ester